C(CCC)[AlH2] Butylaluminium hydrid